(3R,4S)-3-cyclopropyl-1-(3-fluoro-6-(tributylstannyl)pyrazolo[1,5-a]pyrazin-4-yl)-4-methyl-2-oxopyrrolidine-3-carbonitrile C1(CC1)[C@]1(C(N(C[C@H]1C)C=1C=2N(C=C(N1)[Sn](CCCC)(CCCC)CCCC)N=CC2F)=O)C#N